4-fluoro-N-{1-[5-(oxane-4-carbonyl)-5,6,7,8-tetrahydro-1,5-naphthyridin-2-yl]cyclopropyl}benzamide FC1=CC=C(C(=O)NC2(CC2)C2=NC=3CCCN(C3C=C2)C(=O)C2CCOCC2)C=C1